ethyl 3-(4-(2-((1-methylethyl)sulfonamido)ethyl)phenyl)-4-nitrobutanoate CC(C)S(=O)(=O)NCCC1=CC=C(C=C1)C(CC(=O)OCC)C[N+](=O)[O-]